copper(1+) Iodide [Cu]I